2-[[6-(Methoxymethyl)-5-(4,4,5,5-tetramethyl-1,3,2-dioxaborolan-2-yl)-2,3-dihydrobenzofuran-4-yl]oxymethoxy]ethyl-trimethyl-silane COCC1=CC2=C(CCO2)C(=C1B1OC(C(O1)(C)C)(C)C)OCOCC[Si](C)(C)C